N1C=CC=2C1=NC=C(C2)OC2=C(C(=O)O)C=CC=C2 2-[1H-pyrrolo[2,3-b]pyridin-5-yloxy]benzoic acid